CN(C)CCNC(=O)C=C n-[2-(dimethylamino)ethyl]acrylamide